(S)-N-(4-(2H-tetrazol-5-yl)phenyl)-2-(4-(5-chloro-2-(4-(trifluoromethyl)-1H-1,2,3-triazol-1-yl)phenyl)-5-methoxy-2-oxopyridin-1(2H)-yl)-3-(5-methylisoxazol-3-yl)propanamide N=1NN=NC1C1=CC=C(C=C1)NC([C@H](CC1=NOC(=C1)C)N1C(C=C(C(=C1)OC)C1=C(C=CC(=C1)Cl)N1N=NC(=C1)C(F)(F)F)=O)=O